5-chloro-2-hydroxy-N-(4-(methoxymethyl)-6-(trifluoromethyl)benzo[d]thiazol-2-yl)-3-methylbenzamide ClC=1C=C(C(=C(C(=O)NC=2SC3=C(N2)C(=CC(=C3)C(F)(F)F)COC)C1)O)C